4-chloro-6-((diphenylmethylene)amino)pyridazine-3-carboxylic acid methyl ester COC(=O)C=1N=NC(=CC1Cl)N=C(C1=CC=CC=C1)C1=CC=CC=C1